5-iodo-7-((cis)-2-(1-methylpiperidin-4-yl)-1,3-dioxan-5-yl)-7H-pyrrolo[2,3-d]pyrimidin-4-amine IC1=CN(C=2N=CN=C(C21)N)[C@@H]2CO[C@@H](OC2)C2CCN(CC2)C